N-[2-[[4-[3-[2-(2-aminoethoxy)-4-pyridyl]phenyl]thiazol-2-yl]amino]-2-oxo-ethyl]-1-methylsulfonyl-pyrrole-3-carboxamide NCCOC1=NC=CC(=C1)C=1C=C(C=CC1)C=1N=C(SC1)NC(CNC(=O)C1=CN(C=C1)S(=O)(=O)C)=O